(R)-2-amino-3-(3-fluoro-5-(1-propyl-4-(trifluoromethyl)-1H-pyrazol-5-yl)benzamido)propanoic acid N[C@@H](C(=O)O)CNC(C1=CC(=CC(=C1)C1=C(C=NN1CCC)C(F)(F)F)F)=O